5-methyl-6-oxo-6,7,8,9-tetrahydro-5H-pyrido[3,2-b]azepine 1-oxide CN1C=2C(CCCC1=O)=[N+](C=CC2)[O-]